BrC=1C=C2C(=NC=3N(C2=CC1)C=CN3)N[C@H](C)C3=C(C(=CC=C3)C(F)(F)F)C (R)-7-bromo-N-(1-(2-methyl-3-(trifluoromethyl)phenyl)ethyl)imidazo[1,2-a]quinazolin-5-amine